(2-bromophenyl)morpholine-4-carboxylic acid tert-butyl ester C(C)(C)(C)OC(=O)N1C(COCC1)C1=C(C=CC=C1)Br